C(C1=CC=CC=C1)C=1C(=C(C(=O)OC(CN(C2CCNCC2)CC)C)C=CC1)N[C@H](C)C=1C=C(C=C2C(C=C(OC12)N1CCC(CC1)(C)C)=O)C 1-[ethyl-(hexahydropyridine-4-yl)amino]propan-2-ol benzyl-(R)-2-((1-(2-(4,4-dimethylpiperidin-1-yl)-6-methyl-4-oxo-4H-chromen-8-yl)ethyl)amino)benzoate